C1(=CC=CC=C1)[C@@H](C)NC(=O)C1=CC=C(C=C1)C=1C=CC=C2C=CC=C(C12)B(O)O (R)-(8-(4-((1-phenylethyl)carbamoyl)phenyl)naphthalen-1-yl)boronic acid